C(#N)C1=C(C=CC(=C1)S(=O)(=O)C1=CC(=CC(=C1)F)F)NC(=O)NCC1=CC=NC=C1 1-(2-Cyano-4-((3,5-difluorophenyl)sulfonyl)phenyl)-3-(pyridin-4-ylmethyl)urea